5-[2-(4,4-difluoropiperidin-1-yl)ethyl]-1-[(4-methoxyphenyl)methyl]-4-(trifluoromethyl)pyridin-2-one FC1(CCN(CC1)CCC=1C(=CC(N(C1)CC1=CC=C(C=C1)OC)=O)C(F)(F)F)F